NC1=CC(=C(C(=O)NC2CCCC2)C=C1)C=1N=NNN1 4-amino-N-cyclopentyl-2-(2H-tetrazol-5-yl)benzamide